7-bromo-5,8-difluoroquinazolin-4(3H)-one BrC1=CC(=C2C(NC=NC2=C1F)=O)F